FC(OC=1C=C(C=CC1)N1N=C(C=C1C)N1CCN(CC1)C(=O)OC(C)(C)C)F tert-butyl 4-[1-[3-(difluoromethoxy)phenyl]-5-methyl-pyrazol-3-yl]piperazine-1-carboxylate